3-[(3R,4R)-4-methyl-3-[methyl-(7H-pyrrolo[2,3-d]pyrimidin-4-yl)amino]-1-piperidinyl]-3-oxo-propionitrile C[C@H]1[C@H](CN(CC1)C(CC#N)=O)N(C=1C2=C(N=CN1)NC=C2)C